COC(=O)C1(CCCC12OCC=CC2)OS(=O)(=O)C(F)(F)F (((trifluoromethyl)sulfonyl)oxy)-6-oxaspiro[4.5]dec-8-ene-carboxylic acid methyl ester